(R)-4-methoxy-N-(1-(2-methyl-3-(trifluoromethyl)phenyl)ethyl)-7-morpholinophthalazin-1-amine COC1=NN=C(C2=CC(=CC=C12)N1CCOCC1)N[C@H](C)C1=C(C(=CC=C1)C(F)(F)F)C